5-fluoro-4-(N-methylacetylamino)-1-(tetrahydro-2H-pyran-2-yl)-1H-pyrazole-3-carboxylic acid methyl ester COC(=O)C1=NN(C(=C1NC(CC)=O)F)C1OCCCC1